FC=1C=CC2=C(N=C(O2)NC=2OC3=C(N2)C=C(C=C3)CN(CCO)C)C1 2-(((2-((5-fluorobenzo[d]oxazol-2-yl)amino)benzo[d]oxazol-5-yl)methyl)(methyl)amino)ethan-1-ol